(3S)-N-(2-((4-tert-butyl-3-fluorophenyl)amino)-1-(2,3-dihydro-1-benzofuran-5-yl)-2-oxoethyl)-5-oxopyrrolidine-3-carboxamide C(C)(C)(C)C1=C(C=C(C=C1)NC(C(C=1C=CC2=C(CCO2)C1)NC(=O)[C@@H]1CNC(C1)=O)=O)F